C(CCC)OC1=C(C=CC=C1)NC(\C=C\C1=CC=C(C=C1)OCC)=O (E)-N-(2-butoxyphenyl)-3-(4-ethoxyphenyl)acrylamide